C(C)(C)(C)OC(=O)N1N=C(C=C1)OC1=C(C(=C(C=C1)[N+](=O)[O-])Cl)Cl 3-(2,3-dichloro-4-nitrophenoxy)-1H-pyrazole-1-carboxylic acid tert-butyl ester